Methyl 2-((2-(5-Cyano-2-(trifluoromethyl)phenyl)-1H-pyrrolo[2,3-b]pyridin-6-yl)amino)-2-oxoacetate C(#N)C=1C=CC(=C(C1)C1=CC=2C(=NC(=CC2)NC(C(=O)OC)=O)N1)C(F)(F)F